4-(4-Nitrophenyl)-3,4-dihydro-2H-benzo[b][1,4]oxazine [N+](=O)([O-])C1=CC=C(C=C1)N1C2=C(OCC1)C=CC=C2